ClC=1C=C(OC=2C=CC(=NC2)[N+](=O)[O-])C=CC1 5-(3-chlorophenoxy)-2-nitropyridine